C1(=CC=CC=C1)C1CC=NN1C(=O)C1=CC=C(C=C1)C (5-phenyl-4,5-dihydro-1H-pyrazol-1-yl)(p-tolyl)methanone